C(C)(=O)N[C@@H]1[C@H]2O[C@@H]([C@H]([C@@H]1OC(C)=O)N=[N+]=[N-])CO2 2-acetamido-3-O-acetyl-1,6-anhydro-4-azido-2,4-dideoxy-β-D-mannopyranose